C(C1=CN=CC=C1)(=O)[O-].C(C1=CN=CC=C1)(=O)[O-].C(C1=CN=CC=C1)(=O)[O-].[Cr+3] chromium trinicotinate